C1(=CCCC1)N1C(C=C(C=C1C)C)=O 1-(Cyclopent-1-en-1-yl)-4,6-dimethyl-2-oxo-1,2-dihydropyridine